CC=1C=CC(=NC1)C1=CC=C(C=C1)C 5-methyl-2-(p-tolyl)pyridine